C(C)(C)(C)OC(=O)C1=NN(C=C1)C(=O)N1CCC(CC1)OC1=C(C(=CC=C1)Cl)N1CCCC1 1-(4-(3-chloro-2-(pyrrolidin-1-yl)phenoxy)piperidine-1-carbonyl)-1H-pyrazole-3-carboxylic acid tert-butyl ester